2-chloro-5-(1,2-difluoro-2-methylpropyl)pyridine ClC1=NC=C(C=C1)C(C(C)(C)F)F